3-(1-((benzyloxy)carbonyl)piperidin-4-yl)-2-((tert-butoxycarbonyl)amino)propanoic acid C(C1=CC=CC=C1)OC(=O)N1CCC(CC1)CC(C(=O)O)NC(=O)OC(C)(C)C